sodium di-ethyldithiophosphate C(C)SP(=S)(OCC)[O-].[Na+]